CN1SC(C(=C1C1=CC=CC=C1)C(CC)=O)=NC1=CC=CC=C1 2-methyl-3-phenyl-4-propionyl-N-phenylisothiazol-5(2H)-imine